N1CC(=CC(=C1)C(=O)O)C=1C=NC=CC1 1,2-dihydro-[3,3'-bipyridine]-5-carboxylic acid